CN(C(OC(C)(C)C)=O)[C@]12CN(CC2C1)[C@@H](C)C1=CC=CC=C1 tert-butyl methyl((1R)-3-((S)-1-phenylethyl)-3-azabicyclo[3.1.0]hexan-1-yl)carbamate